methyl 1-(3-methylsulfonylphenyl)-6-oxo-pyridazine-3-carboxylate CS(=O)(=O)C=1C=C(C=CC1)N1N=C(C=CC1=O)C(=O)OC